(2S,6R)-4-(5-fluoro-2-nitro-4-(4,4,5,5-tetramethyl-1,3,2-dioxaborolan-2-yl)phenyl)-1,2,6-trimethylpiperazine FC=1C(=CC(=C(C1)N1C[C@@H](N([C@@H](C1)C)C)C)[N+](=O)[O-])B1OC(C(O1)(C)C)(C)C